N1C=CC2=CC=C(C=C12)N(C(=O)[C@H]1N(C(OC1)=O)C1=NC(=CC(=C1)C(F)(F)F)C)C (S)-N-(1H-indol-6-yl)-N-methyl-3-(6-methyl-4-(trifluoromethyl)pyridin-2-yl)-2-oxooxazolidine-4-carboxamide